tert-butyl (2R,5S)-4-benzyl-2-methyl-5-phenyl-piperazine-1-carboxylate C(C1=CC=CC=C1)N1C[C@H](N(C[C@@H]1C1=CC=CC=C1)C(=O)OC(C)(C)C)C